3-(1-(4-nitrophenyl)piperidin-4-yl)-3,9-diazaspiro[5.5]undecane [N+](=O)([O-])C1=CC=C(C=C1)N1CCC(CC1)N1CCC2(CC1)CCNCC2